benzo[d]oxazol O1C=NC2=C1C=CC=C2